5-((2S,6R)-2-((R)-[1,3'-bipyrrolidin]-1'-ylmethyl)-6-methylmorpholino)quinoline-8-carbonitrile N1(CCCC1)[C@H]1CN(CC1)C[C@@H]1O[C@@H](CN(C1)C1=C2C=CC=NC2=C(C=C1)C#N)C